methyl (S)-3-aminopyrrolidine-3-carboxylate dihydrochloride Cl.Cl.N[C@@]1(CNCC1)C(=O)OC